Ethyl (2E)-3-(4-Amino-6-Chloropyridazin-3-Yl)Prop-2-Enoate NC1=C(N=NC(=C1)Cl)/C=C/C(=O)OCC